2-((S)-pyrrolidin-2-yl)-5-((1R,4S)-8-(4-(2-((S)-pyrrolidin-2-yl)-1H-imidazol-5-yl)phenyl)-1,2,3,4-tetrahydro-1,4-methanonaphthalen-5-yl)-1H-benzo[d]imidazole tetrahydrate hydrochloride Cl.O.O.O.O.N1[C@@H](CCC1)C1=NC2=C(N1)C=CC(=C2)C2=C1[C@H]3CC[C@@H](C1=C(C=C2)C2=CC=C(C=C2)C2=CN=C(N2)[C@H]2NCCC2)C3